The molecule is an alpha,omega-dicarboxylic acid that is suberic (octanedioic) acid bearing an ethyl substituent at position 2. It has a role as a metabolite. It derives from a suberic acid. CCC(CCCCCC(=O)O)C(=O)O